ClC=1C=C(C=C(C1OC=1C2=C(C(NN1)=O)[C@@H](CC2)C)Cl)N2N=C(C(NC2=O)=O)C#N (R)-2-(3,5-dichloro-4-((7-methyl-1-oxo-2,5,6,7-tetrahydro-1H-cyclopenta[d]pyridazin-4-yl)oxy)phenyl)-3,5-dioxo-2,3,4,5-tetrahydro-1,2,4-triazine-6-carbonitrile